methyl 4-((tert-butylsulfinyl)amino)-4-(3-chloro-2-(1-methyl-1H-pyrazol-4-yl)phenyl)-2-methylenebutanoate C(C)(C)(C)S(=O)NC(CC(C(=O)OC)=C)C1=C(C(=CC=C1)Cl)C=1C=NN(C1)C